C(C)OC([C@@H](N)CC1=CNC2=CC=CC=C12)=O Tryptophan-Ethylester